L-3-Bromo-phenylalanine BrC=1C=C(C[C@H](N)C(=O)O)C=CC1